(1-hydroxybenzo[d][1,2,3]diazaborinin-2(1H)-yl)(4-(methylthio)phenyl)methanone OB1N(N=CC2=C1C=CC=C2)C(=O)C2=CC=C(C=C2)SC